BrC1=CC(=C(O[C@H](C(=O)O)C2CC2)C=C1)C(C)(F)F (2S)-2-[4-bromo-2-(1,1-difluoroethyl)phenoxy]-2-cyclopropylacetic acid